8-Hydroxyquinoline-beta-D-glucuronic acid, sodium salt [Na+].O[C@H]1[C@H](O)[C@@H](O)[C@H](O)[C@H](O1)C(=O)[O-].OC=1C=CC=C2C=CC=NC12